ClC=1C=2C(N=C3N(C2C=CC1)C1=CC=C(C=C1C3(C)C)C3CCN(CC3)CCCO)=O 4-chloro-9-(1-(3-hydroxypropyl)piperidin-4-yl)-7,7-dimethylindolo[1,2-a]quinazolin-5(7H)-one